O[C@H]1C[C@@H](CCC1)N1C(C=CC2=C1N=C(N=C2)NC2CCN(CC2)S(=O)(=O)C)=O 8-[(1r,3r)-3-hydroxycyclohexyl]-2-{[1-(methylsulfonyl)piperidin-4-yl]amino}pyrido[2,3-d]pyrimidin-7(8H)-one